N-((1R,2R,4R,5S)-4-((3',6-difluoro-2'-hydroxy-[1,1'-biphenyl]-3-yl)methyl)-4-(4-(hydroxymethyl)pyrimidin-2-yl)bicyclo[3.1.0]hexan-2-yl)methanesulfonamide FC=1C(=C(C=CC1)C1=CC(=CC=C1F)C[C@]1(C[C@H]([C@@H]2C[C@H]12)NS(=O)(=O)C)C1=NC=CC(=N1)CO)O